ethyl-dichloroethane acetate C(C)(=O)O.C(C)C(C)(Cl)Cl